2-(4-methoxy-phenyl)-4,6-Bis(trichloromethyl)-1,3,5-triazine COC1=CC=C(C=C1)C1=NC(=NC(=N1)C(Cl)(Cl)Cl)C(Cl)(Cl)Cl